COCCCOCCCC(CC(CC(CC(CC(CC(CC(C)O)C)C)C)C)C)C 16-hydroxy-4,6,8,10,12,14-hexamethylheptadecyloxypropyl methyl ether